heptadecane-6,6-diol CCCCCC(CCCCCCCCCCC)(O)O